diethyl (1-(8-bromo-2-chlorobenzo[4,5]thieno[3,2-b]pyridin-4-yl)piperidin-4-ylmethyl)phosphonate BrC=1C=CC2=C(C3=NC(=CC(=C3S2)N2CCC(CC2)CP(OCC)(OCC)=O)Cl)C1